[Br-].C(C1=CC=CC=C1)OC(=O)NCCCC[N+](C)(C)C 4-(((benzyloxy)carbonyl)amino)-N,N,N-trimethylbutan-1-aminium bromide